C12N(CC(CC1)C2)C(C(=O)NC2=CC=C(C=C2)C=2C=NC=C(C2)Br)=O 2-(2-azabicyclo[2.2.1]hept-2-yl)-N-(4-(5-bromopyridin-3-yl)phenyl)-2-oxoacetamide